1-Ethyl 3-(methoxymethyl)-1H-pyrazole-5-carboxylate COCC1=NNC(=C1)C(=O)OCC